ethyl 3-((8-bromo-6-cyclopropylimidazo[1,2-a]pyridin-2-yl)methyl)-1H-pyrazole-5-carboxylate BrC=1C=2N(C=C(C1)C1CC1)C=C(N2)CC2=NNC(=C2)C(=O)OCC